(2R)-1-[2-(1,3-benzothiazole-6-sulfonyl)-2H,4H,5H,6H-pyrrolo[3,4-c]pyrazol-5-yl]-3-hydroxy-2-methyl-2-(pyridin-2-yl)propan-1-one S1C=NC2=C1C=C(C=C2)S(=O)(=O)N2N=C1C(=C2)CN(C1)C([C@@](CO)(C1=NC=CC=C1)C)=O